FC(CC(C)NC([O-])=O)(F)F [(2ξ)-4,4,4-trifluorobutan-2-yl]carbamate